C[C@H]1NC(C2=C(C=3C=4C=CC(=NC4C=CC3S2)N2N=CC(=C2)C=C)NC1)=O (R)-10-methyl-3-(4-vinyl-1H-pyrazol-1-yl)-9,10,11,12-tetrahydro-8H-[1,4]diazepino[5',6':4,5]thieno[3,2-f]quinolin-8-one